behenyl caffeate C(\C=C\C1=CC(O)=C(O)C=C1)(=O)OCCCCCCCCCCCCCCCCCCCCCC